CN(C(=O)C1=CC=CC=2N(C(NC21)=O)[C@@H]2CC[C@@H](CC2)C(NC2=CC(=C(C=C2)C)OC)=O)CCNC N-methyl-N-[2-(methylamino)ethyl]-2-oxo-1-[cis-4-[(3-methoxy-4-methylphenyl)carbamoyl]cyclohexyl]-2,3-dihydro-1H-1,3-benzodiazole-4-carboxamide